S1C=NC=C1NC(=O)[C@@H]1CC12CCN(CC2)C(=O)OC(C(F)(F)F)C(F)(F)F |o1:8| 1,1,1,3,3,3-hexafluoro-propan-2-yl (R or S)-1-(thiazol-5-ylcarbamoyl)-6-azaspiro-[2.5]octane-6-carboxylate